5-ACETYL-2-METHYL-NICOTINIC ACID C(C)(=O)C=1C=NC(=C(C(=O)O)C1)C